2-amino-5-bromo-3-fluorobenzonitrile tert-butyl-((S)-1-((2S,4R)-4-hydroxy-2-((4-(4-methylthiazol-5-yl)benzyl)carbamoyl)pyrrolidin-1-yl)-3,3-dimethyl-1-oxobutan-2-yl)carbamate C(C)(C)(C)N(C(O)=O)[C@H](C(=O)N1[C@@H](C[C@H](C1)O)C(NCC1=CC=C(C=C1)C1=C(N=CS1)C)=O)C(C)(C)C.NC1=C(C#N)C=C(C=C1F)Br